CC1=NN(C(=C1)C)CCN(CC[C@@H](C(=O)O)NC1=NC(=NC2=CC=CC=C12)C=1C=NC=CC1)CCCCC1=NC=2NCCCC2C=C1 (S)-4-((2-(3,5-dimethyl-1H-pyrazol-1-yl)ethyl)(4-(5,6,7,8-tetrahydro-1,8-naphthyridin-2-yl)butyl)amino)-2-((2-(pyridin-3-yl)quinazolin-4-yl)amino)butanoic acid